O[C@@]12C(=NC3=CC=C(C=C3C1=O)C)N(CC2)C2=CC(=CC=C2)O (3aS)-3a-hydroxy-1-(3-hydroxyphenyl)-6-methyl-2,3-dihydropyrrolo[2,3-b]quinolin-4-one